1,1'-(3,3'-dimethyl[1,1'-biphenyl]-4,4'-diyl)bis{4-amino-3-[(E)-diazenyl]naphthalene-1-carboxylic acid} CC=1C=C(C=CC1C1(CC(=C(C2=CC=CC=C12)N)\N=N\[H])C(=O)O)C1=CC(=C(C=C1)C1(CC(=C(C2=CC=CC=C12)N)\N=N\[H])C(=O)O)C